BrC1=CC=C(C=C1)[C@@H]1[C@H](CN(CC1)C(=O)OC(C)(C)C)F tert-Butyl (3R,4R)-4-(4-bromophenyl)-3-fluoro-piperidine-1-carboxylate